benzofuranyl-Benzosilol O1C(=CC2=C1C=CC=C2)[SiH]2C=CC1=C2C=CC=C1